8-(hydroxymethyl)-3,9-dimethyl-3,9-dihydro-2H-purin-2-one OCC=1N(C=2N(C(N=CC2N1)=O)C)C